CN1CCN(CC1)C1CCC(C(C1)C(=O)OC)=O Methyl 5-(4-methylpiperazin-1-yl)-2-oxocyclohexane-1-carboxylate